O1[C@@H](COCC1)CNC(=O)C1=C(C2=C(CCC3=CN(N=C23)CC2=CC=C(C=C2)C)O1)C N-{[(2R)-1,4-dioxan-2-yl]methyl}-8-methyl-2-[(4-methylphenyl)methyl]-4,5-dihydro-2H-furo[2,3-g]indazole-7-carboxamide